C1(CC1)N1C(=CC=2N=NC(=CC21)C2=C(C=CC=C2)O)[C@@H]2CN(CC2)C2=NC=C(C=N2)C2=NOC(=C2)C(C(=O)O)C(C)C 2-(3-(2-((S)-3-(5-cyclopropyl-3-(2-hydroxyphenyl)-5H-pyrrolo[3,2-c]pyridazin-6-yl)pyrrolidin-1-yl)pyrimidin-5-yl)isoxazol-5-yl)-3-methylbutanoic acid